FC1=C(C(=CC=C1NS(=O)(=O)C=1C(=NC=C(C1)F)C)F)N(C(OC(C)(C)C)=O)CC1=C2C(=NC=C1)N(N=C2C)C2OCCCC2 tert-butyl N-[2,6-difluoro-3-(5-fluoro-2-methylpyridine-3-sulfonamido)phenyl]-N-[[3-methyl-1-(oxan-2-yl)pyrazolo[3,4-b]pyridin-yl]methyl]carbamate